(R)-6-(2-(2-((6-(3-(1-(3-(((4-methyl-5-(pyrimidin-4-yl)-4H-1,2,4-triazol-3-yl)methyl)amino)benzamido)ethyl)phenoxy)hexyl)oxy)ethoxy)ethoxy)hexanoic acid CN1C(=NN=C1C1=NC=NC=C1)CNC=1C=C(C(=O)N[C@H](C)C=2C=C(OCCCCCCOCCOCCOCCCCCC(=O)O)C=CC2)C=CC1